C(C=C)(=O)N1CC2C3=C(N(N=C3CC1)C=1C=NC(=CC1)C13CC(C1)C3)CCN2C(=O)OC(C)(C)C tert-butyl 7-acryloyl-2-(6-(bicyclo[1.1.1]pentan-1-yl)pyridin-3-yl)-2,3,4,5a,6,7,8,9-octahydro-5H-1,2,5,7-tetraazabenzo[cd]azulene-5-carboxylate